[Si](C)(C)(C(C)(C)C)OC=1C=C2C(=NN(C2=CC1)C1OCCCC1)C=1C=NN(C1)CCOCCOC[C@@H](C)CS(=O)(=O)[O-] [(1R)-2-[2-[2-[4-[5-[tert-butyl(dimethyl)silyl]oxy-1-tetrahydropyran-2-yl-indazol-3-yl]pyrazol-1-yl]ethoxy]ethoxy]-1-methyl-ethyl]methanesulfonate